COCCN1CCC(=CC1)B1OC(C(O1)(C)C)(C)C 1-(2-methoxyethyl)-4-(4,4,5,5-tetramethyl-1,3,2-dioxaborolan-2-yl)-3,6-dihydro-2H-pyridine